Cl.ClC[C@@H](C)N(C)C (R)-1-chloro-N,N-dimethylpropane-2-amine hydrochloride